3-(bromomethyl)-5-(cyclopropylmethyl)-1-methyl-1H-pyrazole BrCC1=NN(C(=C1)CC1CC1)C